C(C)(C)(C)OC(=O)NC1=CC=C(C=C1)C=1SC(=CN1)C(=O)NC(C(=O)NC(C(=O)OC)=C)=C Methyl 2-(2-(2-(4-((tert-butoxycarbonyl)amino)phenyl)thiazole-5-carboxamido) acrylamido)acrylate